C(C(=C)C)(=O)O.C(C(=C)C)(=O)O.[SiH4] silane dimethacrylate